3-(4-methylphenoxy)oxetane tert-Butyl-1-[({1H,2H,3H-pyrrolo[3,4-c]pyridin-2-yl}carbonylamino)methyl]-6-azaspiro[2.5]octane-6-carboxylate C(C)(C)(C)OC(=O)N1CCC2(CC2CNC(=O)N2CC=3C=NC=CC3C2)CC1.CC1=CC=C(OC2COC2)C=C1